1-(9-(3-Chlorobenzyl)-1-methyl-beta-carbolin-6-yl)-3-(4-(trifluoromethyl)phenyl)urea ClC=1C=C(CN2C3=CC=C(C=C3C=3C=CN=C(C23)C)NC(=O)NC2=CC=C(C=C2)C(F)(F)F)C=CC1